(1-benzyl-6-((1,3-dioxoisoindolin-2-yl)methyl)-1,2,5,6-tetrahydropyridin-3-yl)carbamic acid tert-butyl ester C(C)(C)(C)OC(NC=1CN(C(CC1)CN1C(C2=CC=CC=C2C1=O)=O)CC1=CC=CC=C1)=O